3-(3-Methoxyphenyl)cyclopentan-1-one COC=1C=C(C=CC1)C1CC(CC1)=O